FC=1C=C(C(=O)NC2=CC(=C(C=N2)C=2CCNCC2)OC)C=CC1C=1CCNCC1 3-fluoro-N-(4-methoxy-1',2',3',6'-tetrahydro-[3,4']bipyridinyl-6-yl)-4-(1,2,3,6-tetrahydro-pyridin-4-yl)-benzamide